CC1=CC=C(CNC2=NC(=NC=C2C(=O)N)NC=2C=NN(C2)C)C=C1 4-((4-methylbenzyl)amino)-2-((1-methyl-1H-pyrazol-4-yl)amino)pyrimidin-5-carboxamide